N1(CCCC1)CC1=CC(=NC=C1)NC=1SC2=C(N1)C=CC(=C2)C=2C=NC(=NC2)C#N 5-(2-((4-(pyrrolidin-1-ylmethyl)pyridin-2-yl)-amino)benzo[d]thiazol-6-yl)pyrimidine-2-carbonitrile